CN(C(=O)C=1C=NN2C1CN(CC2)C(=O)C=2NC1=CC(=C(C=C1C2)F)Cl)C2(CC2)C2=NC=C(C=N2)C(=O)O 2-{1-[N-methyl-5-(6-chloro-5-fluoro-1H-indole-2-carbonyl)-4H,5H,6H,7H-pyrazolo[1,5-a]pyrazine-3-amido]cyclopropyl}pyrimidine-5-carboxylic acid